NC1(CC1)C1=NNC(=N1)C1CC2(CN(C2)C(=O)N2CC3(C2)CC(C3)CC=3C=C(C#N)C=C(C3)C(F)(F)F)C1 3-[[2-[6-[3-(1-aminocyclopropyl)-1H-1,2,4-triazol-5-yl]-2-azaspiro[3.3]heptane-2-carbonyl]-2-azaspiro[3.3]heptan-6-yl]methyl]-5-(trifluoromethyl)benzonitrile